NC1=C2C(=NC=N1)N(N=C2C2=CC=C(C=C2)OC2=CC=CC=C2)C2CCN(CC2)C(=O)N2CCC(CC2)CCCN2CCN(CC2)C=2C=C1C(N(C(C1=CC2)=O)C2C(NC(CC2)=O)=O)=O 5-(4-(3-(1-(4-(4-amino-3-(4-phenoxyphenyl)-1H-pyrazolo[3,4-d]pyrimidin-1-yl)piperidine-1-carbonyl)piperidin-4-yl)propyl)piperazin-1-yl)-2-(2,6-dioxopiperidin-3-yl)isoindoline-1,3-dione